FC1=C(C=C(C=C1)F)[C@]([C@H](C(=O)O)C)(CN1N=CN=C1)O (2R,3R)-3-(2,5-difluorophenyl)-3-hydroxy-2-methyl-4-(1H-1,2,4-triazol-1-yl)butyric acid